2,5-dibromo-1,4-dicyclohexylbenzene BrC1=C(C=C(C(=C1)C1CCCCC1)Br)C1CCCCC1